C1(CC1)C1=CN(C2=C1C(=NC=C2)N2[C@H](CNCC2)C)C2=CC(=CC=C2)F (S)-3-Cyclopropyl-1-(3-fluorophenyl)-4-(2-methylpiperazin-1-yl)-1H-pyrrolo[3,2-c]pyridine